7-Oxaspiro[bicyclo[2.2.1]heptane-2,1'-cyclopropane]-2'-carboxylic acid ethyl ester C(C)OC(=O)C1C2(C1)C1CCC(C2)O1